ClC1=CC=C(C=C1)[C@@H](N1C(OCC1)=O)C1=NC=C(C=C1)C(F)(F)F (S)-N-((R)-(4-chlorophenyl)(5-(trifluoromethyl)pyridin-2-yl)methyl)-2-oxo-oxazolidine